ClC=1C=CC(=C(C1)C1=CC=C(C=C1)C[C@H]1N(S(OC1)=O)C(=O)OC(C)(C)C)F (4R)-t-Butyl 4-((5'-chloro-2'-fluoro-[1,1'-biphenyl]-4-yl)methyl)-1,2,3-oxathiazolidine-3-carboxylate 2-oxide